ClC=1N=NC(=CC1N1C(CN(CC1)C(=O)OC(C)(C)C)C=O)Cl tert-butyl 4-(3,6-dichloropyridazin-4-yl)-3-formylpiperazine-1-carboxylate